C[SiH](C)[Hf](C1C(=CC2=C(C=CC=C12)C1=CC=CC=C1)C1=CC=CC=C1)C=1C(C2=CC=CC=C2C1C)C dimethylsilyl(1,3-dimethyl-inden-2-yl)(2,4-diphenyl-inden-1-yl)hafnium